OC1(CCCCC1)C(=O)C1=CC=CC=C1 (1-hydroxycyclohexyl)phenyl ketone